C(C)C1C(NCCNCCCNCCNC1=O)=O 6-ethyl-1,4,8,11-tetraazacyclotetradecane-5,7-dione